FC1CCN(CC1)CCCC=1N=C2SC3=C(N2C1)C=CC(=C3)C(=O)N (3-(4-fluoropiperidin-1-yl)propyl)benzo[d]imidazo[2,1-b]thiazole-7-carboxamide